3,5-Di-tert-butyl-4-hydroxytoluene C(C)(C)(C)C=1C=C(C)C=C(C1O)C(C)(C)C